(S)-2-amino-3-(2-(4-((3-fluoro-5-(1H-pyrazol-5-yl)pyridin-2-yl)oxy)phenyl)-2H-tetrazol-5-yl)propan-1-ol N[C@H](CO)CC=1N=NN(N1)C1=CC=C(C=C1)OC1=NC=C(C=C1F)C1=CC=NN1